N1(CCCC1)C(=O)C1CC(NCC(NCC(NCC(NCC(NCC(NCC(NCC(N2CCCC2C(NC2(CCCC2)C(NCC(N1)=O)=O)=O)=O)=O)=O)=O)=O)=O)=O)=O 25-(pyrrolidine-1-carbonyl)spiro[1,4,7,10,13,16,19,22,26,29,32-undecazabicyclo[32.3.0]heptatriacontane-31,1'-cyclopentane]-2,5,8,11,14,17,20,23,27,30,33-undecone